Cl.N1CCCCC1 piperidine-HCl